SC1=C(C=CC=C1)S(=O)(=O)[O-].[Na+] sodium 2-mercaptobenzenesulfonate